4-((4-(8-Chloro-7-((2-methyl-1H-benzo[d]imidazol-6-yl)oxy)quinoxalin-2-yl)-1H-pyrazol-1-yl)methyl)cyclohexan ClC=1C(=CC=C2N=CC(=NC12)C=1C=NN(C1)CC1CCCCC1)OC=1C=CC2=C(NC(=N2)C)C1